C1=CC=C(C=C1)N 8-Aniline